4-[5-(2-aminoethyl)pyridin-2-yl]-3-(5-morpholin-4-yl-1,3,4-oxadiazole-2-carbonyl)benzonitrile NCCC=1C=CC(=NC1)C1=C(C=C(C#N)C=C1)C(=O)C=1OC(=NN1)N1CCOCC1